7-chloro-2-(methylsulfanyl)-5-[2-(triisopropylsilyl)ethynyl]pyrido[2,3-d]pyrimidine ClC=1C=C(C2=C(N=C(N=C2)SC)N1)C#C[Si](C(C)C)(C(C)C)C(C)C